1-({[1-(3,5-Diethoxy-4-Methylphenyl)Ethyl](4-Phenylbutyl)Carbamoyl}Amino)-N-(Dimethylsulfamoyl)Cyclopentane-1-Carboxamide C(C)OC=1C=C(C=C(C1C)OCC)C(C)N(C(=O)NC1(CCCC1)C(=O)NS(N(C)C)(=O)=O)CCCCC1=CC=CC=C1